4-(4-Carboxy-2,5-dihydroxyphenyl)-6-(3-carboxymethyl-2,5-dihydroxyphenyl)-1,3,5-triazin-2-one C(=O)(O)C1=CC(=C(C=C1O)C1=NC(NC(=N1)C1=C(C(=CC(=C1)O)CC(=O)O)O)=O)O